3-vinylimidazole hydrogen sulfate S(=O)(=O)(O)O.C(=C)N1C=NC=C1